ClC1=CC=2N(C=C1)C(=CN2)S(=O)(=O)NC2=NC(=C(C=C2F)OC(F)F)OC 7-chloro-N-[5-(difluoromethoxy)-3-fluoro-6-methoxy-2-pyridinyl]imidazo[1,2-a]pyridine-3-sulfonamide